O(C1=CC=CC=C1)CC(CNC1CN2CCC1CC2)O phenoxy-3-(quinuclidin-3-ylamino)propan-2-ol